C(CCCCC)[P+](CCCCCC)(CCCCCC)CCCCCC.C(CCCCCCCCCCCCCCC)S(=O)(=O)[O-] hexadecylsulfonate, tetrahexyl-phosphonium salt